N1=C(C=CC=C1)C#CC1=C2C(=CN=C1)SC(=C2)C(=O)NC2=CC=CC=C2 4-(pyridin-2-ylethynyl)-N-phenylthieno[2,3-c]pyridine-2-carboxamide